NCC=1C=C(C=NC1)OC=1C=CC(=C(C1)C1=NN(C=C1NC(=O)C=1C=NN2C1N=CC=C2)C)OC(F)F N-[3-[5-[[5-(aminomethyl)-3-pyridyl]oxy]-2-(difluoromethoxy)phenyl]-1-methyl-pyrazol-4-yl]pyrazolo[1,5-a]pyrimidine-3-carboxamide